chloro-2-(trifluoromethyl)-1-((2-(trimethylsilyl)ethoxy)methyl)-1H-pyrrolo[2,3-b]Pyridine ClC1=C(N(C2=NC=CC=C21)COCC[Si](C)(C)C)C(F)(F)F